O1CCOC2=NC=C(C=C21)[C@@H](CC(=O)O)N2N=C(C=C2)CCCC2=NC=1NCCCC1C=C2 |r| (±)-3-(2,3-dihydro-[1,4]dioxino[2,3-b]pyridin-7-yl)-3-(3-(3-(5,6,7,8-tetrahydro-1,8-naphthyridin-2-yl)propyl)-1H-pyrazol-1-yl)propionic acid